3-cyclohexylamino-1-pentylamine C1(CCCCC1)NC(CCN)CC